CC1=CC=C(C=C1)C1CCN(CC1)C(=O)NC1=C(C=CC=C1C(F)(F)F)N1CCN(CC1)C(C)C 4-(4-methylphenyl)-N-{2-[4-(propan-2-yl)piperazin-1-yl]-6-(trifluoromethyl)phenyl}piperidine-1-carboxamide